tert-Butyl (2-(6'-carbamoyl-6-chloro-2'-fluoro-3'-(2-methoxyethoxy)-[1,1'-biphenyl]-3-yl)-2-phenylethyl)((1r,4r)-4-(piperidine-1-carbonyl)cyclohexyl)carbamate C(N)(=O)C1=CC=C(C(=C1C1=CC(=CC=C1Cl)C(CN(C(OC(C)(C)C)=O)C1CCC(CC1)C(=O)N1CCCCC1)C1=CC=CC=C1)F)OCCOC